COC(C1=C(C(=C(C=C1)NCCCCCCCC(F)(F)F)S(N(C)C)(=O)=O)OCC)=O (N,N-dimethylsulfamoyl)-2-ethoxy-4-((8,8,8-trifluorooctyl)amino)benzoic acid methyl ester